1,2,4-oxadiazole-3-formamide O1N=C(N=C1)C(=O)N